2-(1H-imidazol-1-yl)-N-phenylpyrimidine-4-carboxamide N1(C=NC=C1)C1=NC=CC(=N1)C(=O)NC1=CC=CC=C1